C(#N)C1=CC(=C(C=C1)COC1=CC=CC(=N1)C1=CC(=C(C=C1F)CC(=O)NC1=C(C=C(C=C1)C=1N=NNN1)NCCOC)F)F 2-[4-[6-[(4-cyano-2-fluoro-phenyl)methoxy]-2-pyridyl]-2,5-difluoro-phenyl]-N-[2-(2-methoxyethylamino)-4-(2H-tetrazol-5-yl)phenyl]acetamide